naphthyl azide C1=CC=C2C(=C1)C=CC=C2N=[N+]=[N-]